(5-(4-methyl-1-oxo-1,3-dihydroisobenzofuran-5-yl)piperidin-3-yl)carbamic acid tert-butyl ester C(C)(C)(C)OC(NC1CNCC(C1)C=1C(=C2COC(C2=CC1)=O)C)=O